C(C)(C)N1N=CC(=C1)N1N=CC2=C1C(N(CC2)C2=CC=CC=C2)=O 1-(1-isopropyl-1H-pyrazol-4-yl)-7-oxo-6-phenyl-4,5,6,7-tetrahydro-1H-pyrazolo[3,4-c]pyridine